C(C)OC1=C(C=C(C(=N1)N)F)B1OC(C(O1)(C)C)(C)C 6-ethoxy-3-fluoro-5-(4,4,5,5-tetramethyl-1,3,2-dioxaborolan-2-yl)pyridin-2-amine